CC(C(=O)OC\C=C(\CCC=C(C)C)/C)C [(2E)-3,7-dimethylocta-2,6-dienyl] 2-methylpropanoate